[Cl-].[Cl-].C1(CCC1)[Zr+2](C1C(=CC2=C(C(=CC=C12)C)C1=CC(=CC(=C1)C(C)(C)C)C(C)(C)C)C=1OC(=CC1)C)C1C(=CC2=C(C(=CC=C12)C)C1=CC(=CC(=C1)C(C)(C)C)C(C)(C)C)C=1OC(=CC1)C Cyclobutylbis[2-(5-methyl-2-furyl)-4-(3,5-di-tert-butylphenyl)-5-methyl-1-indenyl]zirconium dichloride